CC1=CC(=NC=C1C)CC(=O)NC1=CC(=CC=C1)[C@H](C)NC=1C=NC=2C(N1)=NN(C2)CC (S)-2-(4,5-dimethylpyridin-2-yl)-N-(3-(1-((2-ethyl-2H-pyrazolo[3,4-b]pyrazin-6-yl)amino)ethyl)phenyl)acetamide